FC(C1=CC=C(N=N1)OC1CC2(CNC2)C1)(F)F 6-[6-(trifluoromethyl)pyridazin-3-yl]Oxy-2-azaspiro[3.3]Heptane